4-(2,3-dihydrobenzo[b][1,4]dioxin-6-yl)-5-((5-nitrothiazol-2-yl)thio)-2,4-dihydro-3H-1,2,4-triazol-3-one O1C2=C(OCC1)C=C(C=C2)N2C(NN=C2SC=2SC(=CN2)[N+](=O)[O-])=O